3-(4-Hydroxyphenyl)azetidine-1-carboxylic acid tert-butyl ester C(C)(C)(C)OC(=O)N1CC(C1)C1=CC=C(C=C1)O